butyl (R)-3-(((5-cyano-2-cyclopropylpyrimidin-4-yl)amino)methyl)pyrrolidine-1-carboxylate C(#N)C=1C(=NC(=NC1)C1CC1)NC[C@@H]1CN(CC1)C(=O)OCCCC